CN1N=C2N=CC(=CC2=C1)C1=CC=C2C(=N1)SC(=C2)[C@@H](O)C21CC(C2)(C1)C(F)(F)F (S)-(6-(2-methyl-2H-pyrazolo[3,4-b]pyridin-5-yl)thieno[2,3-b]pyridin-2-yl)(3-(trifluoromethyl)bicyclo[1.1.1]pentan-1-yl)methanol